1H-benzisoquinoline-1,3-dione C1(NC(CC2=CC=C3C(=C12)C=CC=C3)=O)=O